[N+](=O)([O-])C1=C(C=CC(=C1)[N+](=O)[O-])SSC1=C(C=C(C=C1)[N+](=O)[O-])[N+](=O)[O-] (2,4-dinitrophenyl) disulfide